O=C1N(C(C=C1)=O)CCCCCC(N[C@@H](C(N[C@H](C(NCOCC(=O)O)=O)CO)=O)C(C)C)=O (7S,10R)-17-(2,5-dioxo-2,5-dihydro-1H-pyrrol-1-yl)-7-(hydroxymethyl)-10-isopropyl-6,9,12-trioxo-3-oxa-5,8,11-triazaheptadecanoic acid